(S)-4-ethyl-8-fluoro-4-hydroxy-9-methyl-11-((4-methylpiperazin-1-yl)methyl)-1,12-dihydro-14H-pyrano[3',4':6,7]indolizino-[1,2-b]quinoline-3,14(4H)-dione C(C)[C@]1(C(OCC=2C(N3CC=4C(=NC=5C=C(C(=CC5C4CN4CCN(CC4)C)C)F)C3=CC21)=O)=O)O